FC1=C(C=CC(=C1)C(F)(F)F)C1=NC(=NC2=C1N=C(N(C2=O)C)C)N2C[C@@H](OCC2)C=2C=NN(C2)C 8-[2-fluoro-4-(trifluoromethyl)phenyl]-2,3-dimethyl-6-[(S)-2-(1-methyl-1H-pyrazol-4-yl)morpholin-4-yl]-3H,4H-pyrimido[5,4-d][1,3]diazin-4-one